p-[bis(2-chloroethyl)amino]benzyl alcohol ClCCN(C1=CC=C(CO)C=C1)CCCl